6-(2,2-Difluorocyclopropane-1-carboxamido)-N-ethoxy-4-((2-methoxy-3-(5-methylpyrazin-2-yl)phenyl)amino)nicotinamide FC1(C(C1)C(=O)NC1=NC=C(C(=O)NOCC)C(=C1)NC1=C(C(=CC=C1)C1=NC=C(N=C1)C)OC)F